N',6-bis(2-ethyl-5-fluoro-4-hydroxy-phenyl)-4-[[(3S)-tetrahydrofuran-3-yl]amino]pyrrolo[1,2-b]pyridazine-3-carboxamidine C(C)C1=C(C=C(C(=C1)O)F)N=C(N)C1=C(C=2N(N=C1)C=C(C2)C2=C(C=C(C(=C2)F)O)CC)N[C@@H]2COCC2